3-[[2-[4-(4-ethoxy-6-oxo-1H-pyridin-3-yl)-2-fluoro-phenyl]acetyl]amino]-N-[[(2R)-1-methylpyrrolidin-2-yl]methyl]-5-(trifluoromethyl)benzamide C(C)OC=1C(=CNC(C1)=O)C1=CC(=C(C=C1)CC(=O)NC=1C=C(C(=O)NC[C@@H]2N(CCC2)C)C=C(C1)C(F)(F)F)F